O=C1NC(CCC1N1C(N(C2=C1C=CC(=C2)C2CCN(CC2)C(CN2CCN(CC2)C(=O)OC(C)(C)C)=O)C)=O)=O tert-butyl 4-[2-[4-[1-(2,6-dioxo-3-piperidyl)-3-methyl-2-oxo-benzimidazol-5-yl]-1-piperidyl]-2-oxo-ethyl]piperazine-1-carboxylate